C1OCC12NCC(NC2)=O 2-oxa-5,8-diazaspiro[3.5]nonan-7-one